(4-(trifluoromethyl)pyridin-2-yl)acetamide FC(C1=CC(=NC=C1)CC(=O)N)(F)F